HEXEN CCCCC=C